CC(CC(C)S)C 4-methyl-2-pentylmercaptan